NC1=C2C(=NC=N1)N(N=C2C2=C(C=C(C=C2)C(NC)=O)F)[C@H]2C[C@@H]1CN([C@H]2C1)C(=O)OC(C)(C)C tert-butyl (1S,4R,6S)-6-(4-amino-3-(2-fluoro-4-(methylcarbamoyl)phenyl)-1H-pyrazolo[3,4-d]pyrimidin-1-yl)-2-azabicyclo[2.2.1]heptane-2-carboxylate